[NH4+].[NH4+].C(OCCCOP(=O)(O)O)(OC1=C2[C@H]3[C@H](C(OC2=CC(=C1)CCCCC)(C)C)CC=C(C3)C)=O 3-(phosphonooxy)propyl ((6aR,10aR)-6,6,9-trimethyl-3-pentyl-6a,7,10,10a-tetrahydro-6H-benzo[c]chromen-1-yl) carbonate di-ammonium salt